t-butylperoxyneodecanoate C(C)(C)(C)OOC(CCCCCC(C)(C)C)=O